3-(4-formylphenyl)-piperidine-1-carboxylic acid tert-butyl ester C(C)(C)(C)OC(=O)N1CC(CCC1)C1=CC=C(C=C1)C=O